1-(5-tert-butyl-2H-pyrazol-3-yl)-3-[4-(5,6-dimethoxy-benzoimidazol-1-yl)-phenyl]-urea C(C)(C)(C)C=1C=C(NN1)NC(=O)NC1=CC=C(C=C1)N1C=NC2=C1C=C(C(=C2)OC)OC